T-butyl (R)-glycidyl ether C([C@H]1CO1)OC(C)(C)C